2-[5-(ethylsulfonyl)-1-methyl-1H-imidazol-4-yl]-3-methyl-6-(trifluoromethyl)-3H-imidazo[4,5-c]pyridine C(C)S(=O)(=O)C1=C(N=CN1C)C1=NC2=C(C=NC(=C2)C(F)(F)F)N1C